(R)-1-((S)-1-((2,2-difluoro-[1,3]dioxolo[4',5':4,5]benzo[1,2-d]thiazol-6-yl)amino)-1-oxopropan-2-yl)piperidin FC1(OC=2C(=CC3=C(N=C(S3)NC([C@H](C)N3CCCCC3)=O)C2)O1)F